C(C)C1N(C=C(C=C1)OCC)C1=CC=NC=C1 ethyl-5-ethoxy-N-(pyridin-4-yl)pyridine